N1=NNC1 Triazetin